C(C)(=O)OC(CNC(C1=C(C(C(=O)NCC(COC(C)=O)OC(C)=O)=C(C(=C1I)N)I)I)=O)COC(C)=O N,N'-bis(2,3-diacetoxypropyl)-5-amino-2,4,6-triiodoisophthalamide